OC1=C(N=C(C2=CC(=CC=C12)OC1=CC=CC=C1)C)C(=O)NCC(=O)O (4-hydroxy-1-methyl-7-phenoxyisoquinoline-3-carbonyl)glycine